5-amino-6-methoxy-1,3-dimethyl-6-nitro-1H-benzo[d]imidazol-one NC1C=C2C(N(C(N2C)=O)C)=CC1([N+](=O)[O-])OC